FC1=C(C=CC(=C1)S(=O)(=O)C(C)(C)C1=C(C(=CC=C1)[N+](=O)[O-])F)SC1=NC(=C(C(=N1)NC1=NNC(=C1)C)OC)N1CCC(CC1)NC 2-((2-fluoro-4-((2-(2-fluoro-3-nitrophenyl)propan-2-yl)sulfonyl)phenyl)thio)-5-methoxy-N-(5-methyl-1H-pyrazol-3-yl)-6-(4-(methylamino)piperidin-1-yl)pyrimidin-4-amine